C(C)(C)(C)C1=C(C=C(C=C1F)NC(=O)[C@@H]1N(CCC2=CC(=CC=C12)OC)C(CC1=CC(=NO1)O)=O)F (1R)-N-(4-tert-butyl-3,5-difluorophenyl)-2-((3-hydroxy-1,2-oxazol-5-yl)acetyl)-6-methoxy-1,2,3,4-tetrahydroisoquinoline-1-carboxamide